N-((3R,4S)-1-(3-cyclopropyloxetan-3-yl)-3-fluoropiperidin-4-yl)-5-(1-(2,2-difluoroethyl)-1H-benzo[d][1,2,3]triazol-6-yl)-4-methoxypyrrolo[2,1-f][1,2,4]triazin-2-amine C1(CC1)C1(COC1)N1C[C@H]([C@H](CC1)NC1=NN2C(C(=N1)OC)=C(C=C2)C=2C=CC1=C(N(N=N1)CC(F)F)C2)F